C(=O)(O)CNC(=O)C1C(C2=CC=C(C=C2C1=O)C(=O)C=1C=C2C(C(C(C2=CC1)=O)C(=O)NCC(=O)O)=O)=O 2-[(5-{2-[(carboxymethyl)carbamoyl]-1,3-dioxo-2,3-dihydro-1H-indene-5-carbonyl}-1,3-dioxo-2,3-dihydro-1H-inden-2-yl)formamido]acetic acid